[(1-methyl-3-piperidyl)methyl]-5-azaspiro[2.4]heptan-7-carboxamid CN1CC(CCC1)CC1CC12CNCC2C(=O)N